2-chloro-4-[3,3-difluoro-1-[fluoro-(4-methyl-4H-1,2,4-triazol-3-yl)methyl]cyclobutyl]pyridine ClC1=NC=CC(=C1)C1(CC(C1)(F)F)C(C1=NN=CN1C)F